ethyl 1-(2-((t-butoxycarbonyl) amino) ethyl)-1H-benzo[d]imidazole-2-carboxylate C(C)(C)(C)OC(=O)NCCN1C(=NC2=C1C=CC=C2)C(=O)OCC